(R)-α-phenylethyl alcohol C1(=CC=CC=C1)[C@@H](C)O